C1(CC1)CN1C(=CC=2C1=NC=CC2)C2=NC1=C(N2C)C(=CC(=C1)C(=O)N1C[C@H]([C@H](CC1)OC(F)F)N)OC |r| Rac-(3R,4S)-1-{2-[1-(cyclopropylmethyl)-1H-pyrrolo[2,3-b]pyridin-2-yl]-7-methoxy-1-methyl-1H-1,3-benzodiazole-5-carbonyl}-4-(difluoromethoxy)piperidin-3-amine